COC([C@H](CC(C)C)N1N=C(C=CC1=O)Cl)=O (S)-2-(3-chloro-6-oxopyridazin-1(6H)-yl)-4-methylpentanoic acid methyl ester